CS(=O)(=O)O.CS(=O)(=O)O.N1(CCC1)C=1C2=C(N=C(N1)C)CN[C@H]2C (S)-4-(Azetidin-1-yl)-2,5-dimethyl-6,7-dihydro-5H-pyrrolo[3,4-d]pyrimidine dimethanesulfonate